tris[3-bromo-2,2-bis(bromomethyl)propyl] phosphate P(=O)(OCC(CBr)(CBr)CBr)(OCC(CBr)(CBr)CBr)OCC(CBr)(CBr)CBr